COC[C@@H]1N[C@@H](CNC1)C |r| cis-(±)-2-(methoxymethyl)-6-methylpiperazine